C1(CC1)C1=C(CN2CCC(CC2)(F)COC2=CC=C(C(=O)O)C=C2)C=C(C=C1)OCC 4-((1-(2-cyclopropyl-5-ethoxybenzyl)-4-fluoropiperidin-4-yl)methoxy)benzoic acid